ethyl 2-((6-(thiazol-2-yl)pyridazin-3-yl)methyl)oxazole-4-carboxylate S1C(=NC=C1)C1=CC=C(N=N1)CC=1OC=C(N1)C(=O)OCC